C(C)(C)NC([C@H](CCCNC(OCC1C2=CC=CC=C2C=2C=CC=CC12)=O)NC([C@H](C(C)C)NC(=O)[C@H]1NCCC1)=O)=O (9H-fluoren-9-yl)methyl ((S)-5-(isopropylamino)-4-((S)-3-methyl-2-((S)-pyrrolidine-2-carboxamido)butanamido)-5-oxopentyl)carbamate